N-[5-bromo-4-(2-fluoroethoxy)-6-methoxy-pyrimidin-2-yl]-6-chloro-1H-indole-3-sulfonamide BrC=1C(=NC(=NC1OC)NS(=O)(=O)C1=CNC2=CC(=CC=C12)Cl)OCCF